C(C1=CC=CC=C1)OC(=O)NCCC1=CC=C(C=C1)N1CC2CCC(C1)N2C(=O)OC(C)(C)C tert-Butyl 3-[4-(2-[[(benzyloxy)carbonyl]amino]ethyl)phenyl]-3,8-diazabicyclo[3.2.1]octane-8-carboxylate